3,3-dimethyl-6-(2-trimethylsilylethynyl)indolin-2-one CC1(C(NC2=CC(=CC=C12)C#C[Si](C)(C)C)=O)C